FC1=C(C=CC=C1)C1=NN2C(OC(CC2)(C)C)=C1C(=O)O 2-(2-fluorophenyl)-5,5-dimethyl-6,7-dihydropyrazolo[5,1-b][1,3]oxazine-3-carboxylic acid